NC1=NC(=C(C(=N1)NCCCC)CC=1C=C(C(=O)NCCCC#N)C=CC1OC)C 3-((2-amino-4-(butylamino)-6-methylpyrimidin-5-yl)methyl)-N-(3-cyanopropyl)-4-methoxybenzamide